di-tert-butyl 1-(1-(4-methoxybenzyl)-1H-benzo[d]imidazol-6-yl)hydrazine-1,2-dicarboxylate COC1=CC=C(CN2C=NC3=C2C=C(C=C3)N(NC(=O)OC(C)(C)C)C(=O)OC(C)(C)C)C=C1